N1=CC=C(C=C1)C1=NC(=CC(=N1)C1=CC=NC=C1)C1=CC=NC=C1 2,4,6-tris(4-pyridyl)pyrimidine